FC1=C(C=CC=C1)C1C(N(CCC1)C1=CC(=NN1)C1=CC=NC=C1)=O (2-fluorophenyl)-1-(3-(pyridin-4-yl)-1H-pyrazol-5-yl)piperidin-2-one